2-[1-[4-[5-chloro-6-(cyclobutoxy)-2-pyridinyl]-2,6-difluoro-phenyl]-4-piperidinyl]acetic acid ClC=1C=CC(=NC1OC1CCC1)C1=CC(=C(C(=C1)F)N1CCC(CC1)CC(=O)O)F